FC(OC1CCC(CC1)NC1=NC=C(C(=N1)N[C@H]1C[C@H](CCC1)O)C(=O)OC)F methyl 2-((1r,4r)-4-(difluoromethoxy) cyclohexylamino)-4-((1r,3s)-3-hydroxycyclohexylamino)-pyrimidine-5-carboxylate